C(#N)N1CC=2N(N=C(C2C1)CC1=C(C(=O)N)C=CC(=C1)C)C1=CC=CC=C1 ((5-cyano-1-phenyl-1,4,5,6-tetrahydropyrrolo[3,4-c]pyrazol-3-yl)methyl)-4-methylbenzamide